Methyl-2-((3-cyano-2-(2-(4-sulfamoylphenyl)acetamido)-4,5-dihydrothieno[2,3-c]pyridin-6(7H)-yl)methyl)benzoate hydrochloride Cl.COC(C1=C(C=CC=C1)CN1CC2=C(CC1)C(=C(S2)NC(CC2=CC=C(C=C2)S(N)(=O)=O)=O)C#N)=O